N-[2-(4-acetyl-5-methyl-3-phenyl-1H-pyrrol-2-yl)-1H-imidazo[4,5-b]pyridin-5-yl]propan-2-sulfonamide C(C)(=O)C=1C(=C(NC1C)C=1NC=2C(=NC(=CC2)NS(=O)(=O)C(C)C)N1)C1=CC=CC=C1